FC(C1=C(C#N)C=CC=N1)F 2-(difluoromethyl)nicotinonitrile